(E)-N-(3-(4-chlorostyryl)-4-methoxyphenyl)ethanesulfonamide Diphosphorus [P].[P].ClC1=CC=C(/C=C/C=2C=C(C=CC2OC)NS(=O)(=O)CC)C=C1